10-{[(3S)-1-Methyl-3-piperidinyl]methyl}-10H-phenothiazine tert-butyl-(R)-4-(3-(3,6-dibromo-9H-carbazol-9-yl)-2-hydroxypropyl)piperazine-1-carboxylate C(C)(C)(C)OC(=O)N1CCN(CC1)C[C@H](CN1C2=CC=C(C=C2C=2C=C(C=CC12)Br)Br)O.CN1C[C@H](CCC1)CN1C2=CC=CC=C2SC=2C=CC=CC12